2,2'-dithiobisbenzoic acid C(C1=C(C=CC=C1)SSC1=C(C(=O)O)C=CC=C1)(=O)O